3-pentadecenylphenol C(=CCCCCCCCCCCCCC)C=1C=C(C=CC1)O